N-BUTYL-2-(3-FORMYLPIPERIDIN-1-YL)PROPANAMIDE C(CCC)NC(C(C)N1CC(CCC1)C=O)=O